C(C1=CC=CC=C1)C1=C(C=CC=C1)C=1CCC(CC1)N(C)C benzyl-(4'-(dimethylamino)-2',3',4',5'-tetrahydro-[1,1'-biphenyl])